CC1=CC(=NC=N1)NC1=NNC(=C1)C 6-methyl-N-(5-methyl-1H-pyrazol-3-yl)pyrimidin-4-amine